FC1=C(C=CC(=C1)F)C(C(C(=O)O)O)C 3-(2,4-difluorophenyl)-2-hydroxybutanoic acid